[Al+3] The molecule is an aluminium cation that has a charge of +3. It is an aluminium cation, a monoatomic trication and a monoatomic aluminium.